Bismuth(III) ethylhexanoate C(C)OC(CCCCC)=O.[Bi+3]